(2S)-3-(5-bromo-2-methylphenyl)-2-(9H-fluoren-9-ylmethoxycarbonylamino)propanoic acid BrC=1C=CC(=C(C1)C[C@@H](C(=O)O)NC(=O)OCC1C2=CC=CC=C2C=2C=CC=CC12)C